ClC=1C=C(C#N)C=C(C1)O 3-chloro-5-hydroxy-benzonitrile